1-(4-fluorophenyl)-5-(4-((1-propyl-1H-pyrazol-4-yl)sulfonyl)-4,7-diazaspiro[2.5]octan-7-yl)-1H-indazole FC1=CC=C(C=C1)N1N=CC2=CC(=CC=C12)N1CCN(C2(CC2)C1)S(=O)(=O)C=1C=NN(C1)CCC